C1(CCC1)N(C=1C=C(C=C2C=C(NC12)C1=CC=CC=C1)COCCOC)C1CCC1 N,N-di(cyclobutyl)-5-(2-methoxyethoxymethyl)-2-phenyl-1H-indol-7-amine